CN1CCN(CC1)C=1N(C=C(C1)OCC1=CC=C(C=C1)OC)COCC[Si](C)(C)C 2-(4-methylpiperazin-1-yl)-4-((4-methoxybenzyl)oxy)-1-((2-(trimethylsilyl)ethoxy)methyl)-1H-pyrrole